C(C(C)(C)C)NCCN1C=NC=2C(=NC=CC21)N 1-(2-(neopentylamino)ethyl)-1H-imidazo[4,5-c]pyridin-4-amine